N,N-dimethylacryloylAmine CN(C)C(C=C)=O